butyl-N'-tetradecyl-3-tetradecyl-aminopropan-amidine C(CCC)C(C(=NCCCCCCCCCCCCCC)N)(CCCCCCCCCCCCCCC)N